N-(3-((5-Chlorothiophen-2-yl)ethynyl)-1-(methyl-d3)-1H-pyrrolo[2,3-b]pyridin-5-yl)acrylamide ClC1=CC=C(S1)C#CC1=CN(C2=NC=C(C=C21)NC(C=C)=O)C([2H])([2H])[2H]